BrC1=C(C(=CC(=C1[2H])[2H])I)[2H] 1-bromo-3-iodobenzene-2,5,6-d3